tert-butyl (R)-4-(2-(5-(3-((4-bromobenzyl)(cyclopropyl)carbamoyl)piperidin-1-yl)-2-fluorophenoxy)-2-methylpropanoyl)piperazine-1-carboxylate BrC1=CC=C(CN(C(=O)[C@H]2CN(CCC2)C=2C=CC(=C(OC(C(=O)N3CCN(CC3)C(=O)OC(C)(C)C)(C)C)C2)F)C2CC2)C=C1